1-propyl-2(1H)-pyridone C(CC)N1C(C=CC=C1)=O